N,N-diethyl-2-(5-formyl-4-hydroxy-9-methyl-7-oxo-1,7-dihydro-2H-furo[3,2-f]chromen-8-yl)acetamide C(C)N(C(CC=1C(OC2=C(C(=C3C(=C2C1C)CCO3)O)C=O)=O)=O)CC